4-[4-(chloromethyl)pyridin-2-yl]-2-chlorobenzamide hydrochloride Cl.ClCC1=CC(=NC=C1)C1=CC(=C(C(=O)N)C=C1)Cl